6-[(benzyloxy)carbonyl]nicotinic acid hydrochloride Cl.C(C1=CC=CC=C1)OC(=O)C1=NC=C(C(=O)O)C=C1